C(C)[C@@]12[C@@](OB(O1)C=1C(=CC(=C(C1)C1=CC=C3C(=CN=NC3=C1)N)N1N=CC=C1)OC)(COC2)CC 7-{5-[(3aR,6aS)-3a,6a-diethyl-tetrahydro-2H-furo[3,4-d][1,3,2]dioxaborol-2-yl]-4-methoxy-2-(1H-pyrazol-1-yl)phenyl}cinnolin-4-amine